C(C)(C)(C)OC(=O)N1C[C@@H](N(CC1)C=1C2=C(N=CN1)N(C=C2C2CC2)C2CN(CCC2)C#N)C (3S)-4-(7-(1-Cyanopiperidin-3-yl)-5-cyclopropyl-7H-pyrrolo[2,3-d]pyrimidin-4-yl)-3-methylpiperazine-1-carboxylic acid tert-butyl ester